OC[C@H](C1=CC=CC=C1)NC1=NC(=NC=C1C=1OC(=NN1)C1=NC=CC=C1)NC1=CC=C2C(=N1)C(N(C2=O)CCC)(C)C (S)-2-((4-((2-hydroxy-1-phenylethyl)amino)-5-(5-(pyridin-2-yl)-1,3,4-oxadiazol-2-yl)pyrimidin-2-yl)amino)-7,7-dimethyl-6-propyl-6,7-dihydro-5H-pyrrolo[3,4-b]pyridin-5-one